1-(6-(4-methoxy-2-(3-(2-(pyrrolidin-1-yl)ethoxy)phenyl)-1H-pyrrolo[2,3-b]pyridin-3-yl)indolin-1-yl)prop-2-en-1-one COC1=C2C(=NC=C1)NC(=C2C2=CC=C1CCN(C1=C2)C(C=C)=O)C2=CC(=CC=C2)OCCN2CCCC2